NC1(CN(CCC1)C=1C=NC(=CC1CN1C2=NC=NC(=C2N=C1)N)C1=CC(=C(C(=C1)F)OC)F)C(C(F)F)O 1-(3-amino-1-(4-((6-amino-9H-purin-9-yl)methyl)-6-(3,5-difluoro-4-methoxyphenyl)pyridin-3-yl)piperidin-3-yl)-2,2-difluoroethan-1-ol